OC1=C(C=C(C#N)C=C1OC)C#N 4-hydroxy-5-methoxyisophthalonitrile